N-(3-(2-chloro-3-(3-(2,3-dihydroxypropylamino)propoxy)phenyl)anilino)benzisothiazole ClC1=C(C=CC=C1OCCCNCC(CO)O)C=1C=C(NN2SC3=C(C2)C=CC=C3)C=CC1